(S)-4-(4-trifluoromethylphenyl)-5,5-dimethyloxazolidinone FC(C1=CC=C(C=C1)[C@@H]1NC(OC1(C)C)=O)(F)F